NC1=NC=2N(C(C(=NC2C(=N1)C=1OC(=CC1)C)C)=O)CCN1CCN(CC1)C1=C(C=C(C=C1)OC)F amino-8-(2-(4-(2-fluoro-4-methoxyphenyl)piperazin-1-yl)ethyl)-6-methyl-4-(5-methylfuran-2-yl)pteridin-7(8H)-one